5-bromo-2-(2-fluoroprop-2-yl)pyridine BrC=1C=CC(=NC1)C(C)(C)F